6-(7-(7,8-difluoro-3-hydroxynaphthalen-1-yl)-6,8-bisfluoro-2-(((2R,7aS)-2-fluorotetrahydro-1H-Pyrrolizine-7a(5H)-yl)methoxy)quinazolin-4-yl)-6-azabicyclo[3.2.1]octane-3-ol FC1=CC=C2C=C(C=C(C2=C1F)C1=C(C=C2C(=NC(=NC2=C1F)OC[C@]12CCCN2C[C@@H](C1)F)N1C2CC(CC(C1)C2)O)F)O